3-amino-2-fluoro-N,N-dimethylbenzamide NC=1C(=C(C(=O)N(C)C)C=CC1)F